lithium 8-hydroxyquinoline OC=1C=CC=C2C=CC=NC12.[Li]